C(C(=C)C)(=O)O.C1(=CC=CC=C1)C1=CC=C(C=C1)C1=CC=CC=C1 p-terphenyl methacrylate